(2-(4-(1-methyl-1H-pyrazol-5-yl)-1H-indazol-1-yl)acetyl)glycylglycine CN1N=CC=C1C1=C2C=NN(C2=CC=C1)CC(=O)NCC(=O)NCC(=O)O